FC=1C=NC=CC1CN1CC(CC1)CNC(=O)C1CCN(CC1)C1=NC(=NO1)C1=CC=C(C=C1)OC N-((1-((3-Fluoropyridin-4-yl)methyl)pyrrolidin-3-yl)methyl)-1-(3-(4-methoxyphenyl)-1,2,4-oxadiazol-5-yl)piperidine-4-carboxamide